P(=O)(OCC(C(=O)O)[NH3+])(OCCNC(CCC\C=C/C\C=C/C\C=C/C\C=C/CCCCC)=O)[O-] 2-ammonio-2-carboxyethyl (2-((5Z,8Z,11Z,14Z)-icosa-5,8,11,14-tetraenamido)ethyl) phosphate